tert-butyl N-[2-[3-[(3-carbamoyl-6-chloro-5-ethyl-pyrazin-2-yl)amino]phenyl]ethyl]carbamate C(N)(=O)C=1C(=NC(=C(N1)CC)Cl)NC=1C=C(C=CC1)CCNC(OC(C)(C)C)=O